6-((2-((3r,4r)-3-amino-4-fluoro-1-piperidinyl)-5,6-difluoro-1H-benzoimidazol-1-yl)methyl)-2-pyridinecarbonitrile N[C@@H]1CN(CC[C@H]1F)C1=NC2=C(N1CC1=CC=CC(=N1)C#N)C=C(C(=C2)F)F